decyl ((S)-(((2R,3S,5R)-5-(6-amino-2-fluoro-9H-purin-9-yl)-2-ethynyl-3-(((hexyloxy)carbonyl)oxy)tetrahydrofuran-2-yl)methoxy)(phenoxy)phosphoryl)-L-phenylalaninate NC1=C2N=CN(C2=NC(=N1)F)[C@H]1C[C@@H]([C@@](O1)(C#C)CO[P@](=O)(OC1=CC=CC=C1)N[C@@H](CC1=CC=CC=C1)C(=O)OCCCCCCCCCC)OC(=O)OCCCCCC